4-(3-(4-ethoxy-3-(5-methyl-4-oxo-7-propyl-3,4-dihydroimidazo[5,1-f][1,2,4]triazin-2-yl)phenyl)-4,4-dimethyl-5-oxo-2-thioxoimidazolidin-1-yl)-2-(trifluoromethyl)benzonitrile C(C)OC1=C(C=C(C=C1)N1C(N(C(C1(C)C)=O)C1=CC(=C(C#N)C=C1)C(F)(F)F)=S)C1=NN2C(C(N1)=O)=C(N=C2CCC)C